CN1CCN(CCC1)C(=O)NC1=CC(=C(C=C1)C)C(N[C@H](C)C1=CC=CC2=CC=CC=C12)=O (R)-4-methyl-N-(4-methyl-3-((1-(naphthalen-1-yl)ethyl)carbamoyl)phenyl)-1,4-diazepane-1-carboxamide